COCC1CC2(CC(C2)N(CC2=CC=C(C=C2)OC)CC2=CC=C(C=C2)OC)C1 6-(Methoxymethyl)-N,N-bis[(4-methoxyphenyl)methyl]spiro[3.3]heptan-2-amine